4,8-dimethoxy-quinoline-2-carboxylic acid COC1=CC(=NC2=C(C=CC=C12)OC)C(=O)O